NC1=C2N=CN(C2=NC(=N1)F)[C@H]1[C@@H]([C@@H]([C@](O1)(CO)C#C)O)F (2R,3R,4R,5R)-5-(6-amino-2-fluoro-9H-purin-9-yl)-2-ethynyl-4-fluoro-2-(hydroxymethyl)tetrahydrofuran-3-ol